COC(C1=C(C=CC(=C1)C1C(C1)C(=O)OC(C)(C)C)OC)=O 5-(2-(tert-Butoxycarbonyl)cyclopropyl)-2-methoxybenzoic acid methyl ester